2-((7-(6-((4-chloro-2-fluorobenzyl)oxy)pyridin-2-yl)-1-oxo-2,3-dihydro-1H-inden-4-yl)methyl)-1-(((S)-oxetane-2-yl)methyl)-1H-benzo[d]imidazole-6-carboxylic acid ClC1=CC(=C(COC2=CC=CC(=N2)C=2C=CC(=C3CCC(C23)=O)CC2=NC3=C(N2C[C@H]2OCC2)C=C(C=C3)C(=O)O)C=C1)F